tert-Butyl 3-(4-cyclopropylpicolinamido)azetidine-1-carboxylate C1(CC1)C1=CC(=NC=C1)C(=O)NC1CN(C1)C(=O)OC(C)(C)C